CC1=NOC(=N1)CO (3-methyl-1,2,4-oxadiazol-5-yl)methanol